FC=1C=CC=C2CN(C3(C12)CC3)C(=O)C=3C=C1CN(C(C1=CC3)=O)C3C(NC(CC3)=O)=O 3-(5-(7'-fluorospiro[cyclopropane-1,1'-isoindoline]-2'-carbonyl)-1-oxoisoindolin-2-yl)piperidine-2,6-dione